7-(Cyclohexylamino)-N-(3-((2,6-dioxopiperidin-3-yl)amino)phenyl)heptylamide C1(CCCCC1)NC(CCCCCC[NH-])C1=CC(=CC=C1)NC1C(NC(CC1)=O)=O